COCC(=S)C1=CC=CC=C1 methoxyphenyl-1-ethanethione